ClC1=C(C(=NC2=CC(=C(C=C12)NC(C)=O)O[C@H]1COCC1)CC)C#N (R)-N-(4-chloro-3-cyano-2-ethyl-7-((tetrahydrofuran-3-yl)oxy)quinolin-6-yl)acetamide